OC[C@]1(CN(CCC1)CCCCCCC(=O)OC)C |r| (R and S)-methyl 7-(3-(hydroxymethyl)-3-methylpiperidin-1-yl)heptanoate